4-(4-aminobutyl)aniline NCCCCC1=CC=C(N)C=C1